NCCC1=C(C=CC(=C1)F)S(=O)(=O)N (2-aminoethyl)-4-fluorobenzenesulfonamide